6-(((2,6-difluorobenzyl)amino)methyl)nicotinonitrile FC1=C(CNCC2=NC=C(C#N)C=C2)C(=CC=C1)F